NC1=NC=C(C=C1/C=C/C[C@@H](C(=O)OC)NC(=O)OC(C)(C)C)F methyl (S,E)-5-(2-amino-5-fluoropyridin-3-yl)-2-((tert-butoxycarbonyl)amino)pent-4-enoate